ClC=1C(N(C(=CC1OC([2H])([2H])C1=C(C=C(C=C1F)F)F)C)C1=CC(=NC=C1C)N1N=C(C(=C1)F)C(C)(C)NC(C)=O)=C=O N-(2-(1-(3-chloro-5',6-dimethyl-2-carbonyl-4-((2,4,6-trifluorophenyl)methoxy-d2)-2H-[1,4'-bipyridine]-2'-yl)-4-fluoro-1H-pyrazol-3-yl)propan-2-yl)acetamide